ClC=1C=C(C=C(C1F)Cl)C1(CC(=NO1)N1CC2=C(C1)C=C(S2)C(NCC(F)F)=S)C(F)(F)F 5-(5-(3,5-dichloro-4-fluorophenyl)-5-(trifluoromethyl)-4,5-dihydroisoxazol-3-yl)-N-(2,2-difluoroethyl)-5,6-dihydro-4H-thieno[2,3-c]pyrrole-2-carbothioamide